(Z)-5-(1-(4-amino-2-fluorobut-2-en-1-yl)-6-(pyrrolidine-1-carbonyl)-1H-benzo[d][1,2,3]triazol-4-yl)-N-cyclopropyl-2-methoxybenzenesulfonamide hydrochloride Cl.NC\C=C(\CN1N=NC2=C1C=C(C=C2C=2C=CC(=C(C2)S(=O)(=O)NC2CC2)OC)C(=O)N2CCCC2)/F